COC1=C(C(=CC=C1)OC)N1C(=NN=C1C1=NC(=CC=C1)OCC)C(=O)NS(=O)(=O)CCC1=NC=CC=C1 4-(2,6-Dimethoxyphenyl)-5-(6-ethoxypyridin-2-yl)-N-((2-(pyridin-2-yl)ethyl)sulfonyl)-4H-1,2,4-triazole-3-carboxamide